(4-BROMO-1H-PYRAZOL-1-YL)ACETALDEHYDE BrC=1C=NN(C1)CC=O